(4S,5S)-1-{[6-(2,6-difluoro-4-methylphenoxy)pyridin-3-yl]methyl}-4-hydroxy-5-methylpyrrolidin-2-one FC1=C(OC2=CC=C(C=N2)CN2C(C[C@@H]([C@@H]2C)O)=O)C(=CC(=C1)C)F